C(C1=CC=CC=C1)(C1=CC=CC=C1)N1CC(C1)(NCC(C)C)C 1-benzhydryl-N-isobutyl-3-methyl-azetidin-3-amine